6-Hydroxy-5-(3-hydroxypiperazin-1-yl)-2,3-dihydro-1,4-benzodioxine OC1=C(C2=C(OCCO2)C=C1)N1CC(NCC1)O